C1(=C(C=CC=C1)C1[C@@H]2CN(C[C@H]12)C(=O)C1CC2(C1)NC(OC2)=O)C 2-((1R,5S,6S)-6-(o-tolyl)-3-azabicyclo[3.1.0]hexane-3-carbonyl)-7-oxa-5-azaspiro[3.4]octan-6-one